3,5-dibromoindole BrC1=CNC2=CC=C(C=C12)Br